C1(=CC=CC=C1)C(N1C=NC(=C1)C=1C=CC(=NC1)C(=O)O)(C1=CC=CC=C1)C1=CC=CC=C1 5-[1-(triphenylmethyl)imidazol-4-yl]pyridine-2-carboxylic acid